ClC1=CC=C(C=C1)C1=NC=C(C=N1)C 2-(4-chlorophenyl)-5-methylpyrimidine